(E)-3-[3-[(2-Bromophenoxy)methyl]-4-methoxyphenyl]-1-(2,4-dihydroxyphenyl)prop-2-en-1-one BrC1=C(OCC=2C=C(C=CC2OC)/C=C/C(=O)C2=C(C=C(C=C2)O)O)C=CC=C1